CN1C(C2(C1)CCN(CC2)C(=O)OC(C)(C)C)=O tert-butyl 2-methyl-1-oxo-2,7-diazaspiro[3.5]nonane-7-carboxylate